5-(methanesulfonyl)-2-(4-methylpiperidin-4-yl)-1,3-benzoxazole CS(=O)(=O)C=1C=CC2=C(N=C(O2)C2(CCNCC2)C)C1